Cl.N1CCC(CC1)NC1=CC=NC2=CC=CN=C12 N-(piperidin-4-yl)-1,5-naphthyridin-4-amine hydrochloride